C(C)OC(C[C@@H](C=1C=C(C(=CC1)C)C1=CC(=CC=C1)OC)N([C@H](C)C1=CC=CC=C1)CC1=CC=CC=C1)=O (S)-3-(benzyl-((R)-1-phenylethyl)amino)-3-(3'-methoxy-6-methylbiphenyl-3-yl)propanoic acid ethyl ester